4-(chloromethyl)-N,N-bis(3-methoxybenzyl)thiazol-2-amine ClCC=1N=C(SC1)N(CC1=CC(=CC=C1)OC)CC1=CC(=CC=C1)OC